N-(4-(4,4-difluoropiperidin-1-yl)-6-methyl-1,3,5-triazin-2-yl)-4-((2-hydroxyethyl)sulfonamido)-2-(6-azaspiro[2.5]octan-6-yl)benzamide FC1(CCN(CC1)C1=NC(=NC(=N1)C)NC(C1=C(C=C(C=C1)NS(=O)(=O)CCO)N1CCC2(CC2)CC1)=O)F